6-bromo-(chloromethyl)-2-methoxynaphthalene BrC=1C=C2C=CC(=C(C2=CC1)CCl)OC